2-((2S)-1-acryloyl-4-(5-methyl-2'-(((S)-1-methylpyrrolidin-2-yl)methoxy)-3,4,5',8'-tetrahydro-2H,6'H-spiro[naphthalene-1,7'-quinazolin]-4'-yl)piperazin-2-yl)acetonitrile C(C=C)(=O)N1[C@H](CN(CC1)C1=NC(=NC=2CC3(CCC12)CCCC1=C(C=CC=C13)C)OC[C@H]1N(CCC1)C)CC#N